1,4,7,10-tetrakis(carbamoylmethyl)-1,4,7,10-tetraazacyclodecane C(N)(=O)CN1CCN(CCN(CCN1CC(N)=O)CC(N)=O)CC(N)=O